C(C)OCCCN 3-ethoxypropylamine